5-(methyl-d3)-4-nitro-1-(tetrahydro-2H-pyran-4-yl)-1H-pyrazol-3-ol C(C1=C(C(=NN1C1CCOCC1)O)[N+](=O)[O-])([2H])([2H])[2H]